L-β-Homohydroxyproline N1[C@@H](C[C@@H](O)C1)CC(=O)O